(R)-4-((1-((5-chloropyridin-2-yl)sulfonyl)-4-methylenepyrrolidin-3-yl)oxy)-2-fluorobenzonitrile ClC=1C=CC(=NC1)S(=O)(=O)N1C[C@@H](C(C1)=C)OC1=CC(=C(C#N)C=C1)F